2-(4-(1H-indol-7-yl)-3-methyl-1H-pyrazol-1-yl)-4-(3,4-dichlorophenyl)-5-(isopropylsulfanyl)thiazole N1C=CC2=CC=CC(=C12)C=1C(=NN(C1)C=1SC(=C(N1)C1=CC(=C(C=C1)Cl)Cl)SC(C)C)C